C(N)(=O)C=1C=C(C=CC1)NC(=O)[C@@H]1O[C@]([C@H]([C@H]1C1=C(C(=C(C=C1)F)F)OCC1CC(C1)O)C)(C(F)(F)F)C |o1:12,14,15,16| rel-(2R*,3S*,4S*,5R*)-N-(3-carbamoylphenyl)-3-(3,4-difluoro-2-(((1r,3S)-3-hydroxycyclobutyl)methoxy)phenyl)-4,5-dimethyl-5-(trifluoromethyl)tetrahydrofuran-2-carboxamide